C(C)(C)(C)OC(=O)N1CC=CC1 N-(tert-Butyloxycarbonyl)-3-pyrroline